isoxazole sodium salt [Na].O1N=CC=C1